tert-Butyl 4-(6-amino-7-(5-chloro-2-oxopyridin-1(2H)-yl)quinazolin-4-yl)piperazine-1-carboxylate NC=1C=C2C(=NC=NC2=CC1N1C(C=CC(=C1)Cl)=O)N1CCN(CC1)C(=O)OC(C)(C)C